FC1(C(CC1)NC(=O)C=1N=C(SC1C)NC1=CC(=NC(=C1)F)F)F N-(2,2-difluorocyclobutyl)-2-[(2,6-difluoro-4-pyridyl)amino]-5-methyl-thiazole-4-carboxamide